(E)-3-iodo-2-methylacrylaldehyde I/C=C(/C=O)\C